4-[3-(cyclopropyloxy)phenyl]thiazol-2-amine C1(CC1)OC=1C=C(C=CC1)C=1N=C(SC1)N